[Cl-].[Cl-].CS(=O)(=O)O.[Pd+2] palladium(II) methanesulfonate dichloride